COC1=C(C(=O)OCCCC(COS(=O)(=O)Cl)(C)C)C(=CC=C1)OC 5-((chlorosulfonyl) oxy)-4,4-dimethylpentyl 2,6-dimethoxybenzoate